C(C=1OCC(N1)C1=CC=CC=C1)C=1OCC(N1)C1=CC=CC=C1 methylenebis(4-phenyl-2-oxazoline)